(S)-(5-isopropyl-1,3,4-oxadiazol-2-yl)(4-(4-(trifluoromethyl)pyrazolo[1,5-a]pyridin-2-yl)-6,7-dihydro-1H-imidazo[4,5-c]pyridin-5(4H)-yl)methanone C(C)(C)C1=NN=C(O1)C(=O)N1[C@@H](C2=C(CC1)NC=N2)C2=NN1C(C(=CC=C1)C(F)(F)F)=C2